COC=1C=C(C=NC1C(=O)OC)C=1CCN(CC1)C(=O)OC(C)(C)C 1'-(tert-butyl) 6-methyl 5-methoxy-3',6'-dihydro-[3,4'-bipyridine]-1',6(2'H)-dicarboxylate